tert-butyl (R)-2-(hydroxy(phenyl)methyl)pyrrolidine-1-carboxylate OC([C@@H]1N(CCC1)C(=O)OC(C)(C)C)C1=CC=CC=C1